sodium (S)-3-(5-methoxy-2',6'-dimethylbiphenyl-3-yl)-3-(3-(1-methyl-4-oxido-2-oxo-1,2-dihydropyridin-3-yl)ureido)propanoate COC=1C=C(C=C(C1)C1=C(C=CC=C1C)C)[C@H](CC(=O)[O-])NC(=O)NC=1C(N(C=CC1[O-])C)=O.[Na+].[Na+]